dicarboxyldiaminodiphenylmethane C(=O)(O)C=1C(=C(C=CC1)C(C1=CC=CC=C1)(N)N)C(=O)O